4-amino-5-methylazepan-1-carboxylic acid benzyl ester C(C1=CC=CC=C1)OC(=O)N1CCC(C(CC1)C)N